ClC=1C(=NC=2CN(CCC2C1)CC1=NC2=C(N1C[C@H]1OCC1)C=C(C=C2)C(=O)O)OCC2=CC=C(C=1C=C(OC12)OC)Cl 2-({3-chloro-2-[(4-chloro-2-methoxy-1-benzofuran-7-yl)methoxy]-5,6,7,8-tetrahydro-1,7-naphthyridin-7-yl}methyl)-1-{[(2S)-oxetan-2-yl]methyl}-1H-1,3-benzodiazole-6-carboxylic acid